6-((4-((6-amino-2-ethoxy-8-hydroxy-9H-purin-9-yl)methyl)-3-methoxybenzyl)-amino)hexanoic acid NC1=C2N=C(N(C2=NC(=N1)OCC)CC1=C(C=C(CNCCCCCC(=O)O)C=C1)OC)O